[Si](C)(C)(C(C)(C)C)OC1=CC=C(C=C1)C[C@](CO)(C)N(C)C (S)-3-(4-((tert-butyldimethylsilyl)oxy)phenyl)-2-(dimethylamino)-2-methylpropan-1-ol